Cl.NC1CC2(CC(C2)C(=O)OC)C1 methyl 6-aminospiro[3.3]heptane-2-carboxylate hydrochloride